N-(4-(2-chlorophenyl)thiazol-2-yl)-3-oxocyclobutane-1-carboxamide ClC1=C(C=CC=C1)C=1N=C(SC1)NC(=O)C1CC(C1)=O